tert-butyl L-isoleucinate N[C@@H]([C@@H](C)CC)C(=O)OC(C)(C)C